3-(6-bromopyridin-2-yl)-6,7-dihydro-5H-pyrrolo[2,1-c][1,2,4]triazole BrC1=CC=CC(=N1)C=1N2C(=NN1)CCC2